BrCC(=O)N1[C@@H](CC[C@H]1C(F)(F)F)C1=CC=C(C=C1)F |&1:8| 2-bromo-1-((2S,SR)-2-(4-fluorophenyl)-5-(trifluoromethyl)pyrrolidin-1-yl)ethan-1-one